C(C)N(C(=O)C1=C(C2=C(OC3(CO2)CN(C3)C(=O)OC(C)(C)C)C=C1)C=O)CC tert-butyl 6'-(diethylcarbamoyl)-5'-formyl-3'H-spiro[azetidine-3,2'-benzo[b][1,4]dioxine]-1-carboxylate